(E)-methyl-alpha-methoxyiminophenylacetic acid methyl ester COC(/C(=N/OC)/C1=C(C=CC=C1)C)=O